N-(6-morpholinopyrimidin-4-yl)-2-azaspiro[3.3]heptan-6-amine O1CCN(CC1)C1=CC(=NC=N1)NC1CC2(CNC2)C1